8-bromo-6-iodoimidazo[1,2-a]pyridine-3-carboxylic acid ethyl ester C(C)OC(=O)C1=CN=C2N1C=C(C=C2Br)I